C(C)SCCOC=C vinyl [2-(ethylthio)ethyl] ether